5-[4-(trifluoromethyl)phenyl]Sulfonyl-2-[5-(triisopropylsilyloxymethyl)-1,3,4-thiadiazol-2-yl]Pyridin-3-amine FC(C1=CC=C(C=C1)S(=O)(=O)C=1C=C(C(=NC1)C=1SC(=NN1)CO[Si](C(C)C)(C(C)C)C(C)C)N)(F)F